C[Si](CCOCNS(=O)(=O)CCC)(C)C N-((2-(trimethylsilyl)ethoxy)-methyl)propane-1-sulfonamide